ClC1=NC=NC(=C1)C(F)(F)F 4-chloro-6-(tri-fluoromethyl)-pyrimidine